FC1=CC(=C(C(=O)NNC(=O)OC(C)(C)C)C=C1)I tert-butyl 2-(4-fluoro-2-iodobenzoyl)hydrazine-1-carboxylate